2-(4,5-Dichloro-6-oxopyridazin-1(6H)-yl)-N-(1,1-dioxido-2,3,4,5-tetrahydrobenzo[f][1,2,5]thiadiazepin-8-yl)acetamide ClC=1C=NN(C(C1Cl)=O)CC(=O)NC1=CC2=C(NCCNS2(=O)=O)C=C1